C(#N)C(CCC(=O)O)(C)SC(=S)CCCCCCCCCCCC 4-cyano-4-[(dodecylthiocarbonyl)sulfanyl]Valeric acid